CN(CCN(C1=C(C=C(C=C1)NC1=NC(=NC=C1C(F)(F)F)C1=CNC2=CC(=CC=C12)F)NC(CC)=O)CC)C N-(2-((2-(dimethylamino)ethyl)(ethyl)amino)-5-((2-(6-fluoro-1H-indol-3-yl)-5-(trifluoromethyl)pyrimidin-4-yl)amino)phenyl)propionamide